[[6-chloro-3-(4-pyridyl)-4-quinolyl]amino]benzoic acid ClC=1C=C2C(=C(C=NC2=CC1)C1=CC=NC=C1)NC1=C(C(=O)O)C=CC=C1